CC=1N=C(C(=NC1Br)C#N)OC(F)F methyl-6-bromo-3-(difluoromethoxy)pyrazine-2-carbonitrile